FC(C1=NN=C(O1)C1=CC(=C(CN2C(N(C=3C2=NC=CC3)C3CCN(CC3)S(=O)(=O)C)=O)C=C1)F)F 3-(4-(5-(difluoromethyl)-1,3,4-oxadiazol-2-yl)-2-fluorobenzyl)-1-(1-(methylsulfonyl)piperidin-4-yl)-1,3-dihydro-2H-imidazo[4,5-b]pyridin-2-one